B(O)(O)C=1C=C(C(=O)N(CCCC[C@@H](C(=O)N)N)CC=2C=CC(=C(C2)B(O)O)F)C=C(C1)Br (S)-(5-((3-borono-5-bromo-N-(5,6-diamino-6-oxohexyl)benzamido)methyl)-2-fluorophenyl)boronic acid